NC([C@H](CCC(=O)OC(C)(C)C)N1C(C2=CC=C(C=C2C1)N1CC2(C1)C=CN(CC2)C(=O)OC(C)(C)C)=O)=O tert-butyl (S)-2-(2-(1-amino-5-(tert-butoxy)-1,5-dioxopentane-2-yl)-1-oxoisoindol-5-yl)-2,7-diazaspiro[3.5]nonene-7-carboxylate